(11E)-11,13-tetradecadienal C(CCCCCCCCC\C=C\C=C)=O